ClC=1C=CC2=C(C(CN(S2(=O)=O)[C@@H](C(C)C2=C(C(=CC=C2F)C)C)C=2OC(NN2)=O)C)C1 6-chloro-2-[(1S)-2-(6-fluoro-2,3-dimethylphenyl)-1-(5-oxo-4H-1,3,4-oxadiazol-2-yl)propyl]-4-methyl-3,4-dihydro-1λ6,2-benzothiazine-1,1-dione